(E)-3-[4-(2-Cyclobutylsulfanyl-3-pyridyl)-2,6-difluoro-phenyl]prop-2-en-1-ol C1(CCC1)SC1=NC=CC=C1C1=CC(=C(C(=C1)F)/C=C/CO)F